tert-butyl 2-(2-(methylamino)-2-oxoethyl)-7,8-dihydro-4H-pyrazolo[1,5-a][1,4]diazepine-5(6H)-carboxylate CNC(CC1=NN2C(CN(CCC2)C(=O)OC(C)(C)C)=C1)=O